(2-(tetrahydro-2H-pyran-2-yl)-2,4-dihydroindeno[1,2-c]pyrazol-7-yl)boronic acid O1C(CCCC1)N1N=C2C(=C1)CC1=CC=C(C=C12)B(O)O